C(CCC)N(C([S-])=S)CCCC.C(CCC)N(C([S-])=S)CCCC.[Mo+2]=O molybdenum oxide di(dibutyl dithiocarbamate)